COC=1C(=NC=NC1OCC(F)(F)F)C(C)NC(=O)NC1CC2(CC2)C1 1-{1-[5-methoxy-6-(2,2,2-trifluoro-ethoxy)-pyrimidin-4-yl]-ethyl}-3-spiro[2.3]hex-5-yl-urea